5-(3-thienoyl)amino-3-(1-(tert-butyl)piperidin-4-yl)-1H-indole S1C=C(C=C1)C(=O)NC=1C=C2C(=CNC2=CC1)C1CCN(CC1)C(C)(C)C